3-Morpholin-4-ylpropyl 5,12-dioxoindolizino[2,3-g]quinoline-6-carboxylate O=C1C=2C=CC=NC2C(C2=C1C(=C1C=CC=CN12)C(=O)OCCCN1CCOCC1)=O